((3S,5S,7S)-Adamantan-1-yl)methyl ((S)-1-(((S)-1-hydroxy-3-((S)-2-oxopyrrolidin-3-yl)propan-2-yl)amino)-4-methyl-1-oxopentan-2-yl)carbamate OC[C@H](C[C@H]1C(NCC1)=O)NC([C@H](CC(C)C)NC(OCC12CC3CC(CC(C1)C3)C2)=O)=O